(2,6-dihydroxy-5'-methyl-4-pentyl-2'-(prop-1-en-2-yl)-1',2',3',4'-tetrahydro-[1,1'-biphenyl]-3-yl)(1,1-dioxidothiomorpholino)methanone OC1=C(C(=CC(=C1C(=O)N1CCS(CC1)(=O)=O)CCCCC)O)C1C(CCC(=C1)C)C(=C)C